C(CCC)C1=C(C(=C(C=C1)OC(C)(C1CCCCC1)C1CCCCC1)F)F 4-butyldicyclohexyl-2,3-difluorophenetole